NC1=C(C(=O)NOC)C=C(C=C1)C=1C=CC2=C(C=3CN(C(C3C=C2)=O)CC(=C)C(N)=O)C1 2-amino-5-[2-(2-carbamoyl-2-methylideneethyl)-3-oxo-1H,2H,3H-benzo[e]isoindol-8-yl]-N-methoxybenzamide